Tert-butyl (R)-2-((R)-2-((((9H-fluoren-9-yl)methoxy)carbonyl)amino)-3-methoxy-3-oxopropyl)pyrrolidine-1-carboxylate C1=CC=CC=2C3=CC=CC=C3C(C12)COC(=O)N[C@H](C[C@@H]1N(CCC1)C(=O)OC(C)(C)C)C(=O)OC